(2S)-2-((E)-3-(4-Chloro-3-cyanophenyl)acrylamido)-N-(4-(cyclopropylamino)-3,4-dioxo-1-((S)-2-oxopyrrolidin-3-yl)butan-2-yl)-4,4-dimethylpentanamid ClC1=C(C=C(C=C1)/C=C/C(=O)N[C@H](C(=O)NC(C[C@H]1C(NCC1)=O)C(C(=O)NC1CC1)=O)CC(C)(C)C)C#N